bis-(4-cyanooxyphenyl) carbonate C(OC1=CC=C(C=C1)OC#N)(OC1=CC=C(C=C1)OC#N)=O